5-[3-({[(3S,4S)-3-fluoropiperidin-4-yl]methyl}amino)-4-(trifluoromethyl)phenyl]-1,3,4-oxadiazol-2(3H)-one F[C@@H]1CNCC[C@H]1CNC=1C=C(C=CC1C(F)(F)F)C1=NNC(O1)=O